2-(4-hydroxystyryl)-6-methyl-4H-pyran OC1=CC=C(C=CC=2OC(=CCC2)C)C=C1